BrCCCCN1C(C=C(C=C1)OC)=O 1-(4-bromobutyl)-4-methoxypyridin-2(1H)-one